8-[(1R)-1-Aminoethyl]-3,6-dimethyl-2-pyrazolo[1,5-a]pyrimidin-3-yl-chromen-4-one N[C@H](C)C=1C=C(C=C2C(C(=C(OC12)C=1C=NN2C1N=CC=C2)C)=O)C